S(=O)(=O)=C1C(C2=CC=CC=C2C=C1)O beta-sulfonyl-alpha-naphthol